1-bromo-3-(4-bromobutoxy)benzene BrC1=CC(=CC=C1)OCCCCBr